1-(4-(1-((2-(((cyclobutylmethyl)amino)methyl)-1H-indole-6-yl)methyl)-1H-1,2,3-triazol-4-yl)-1H-indazole-6-yl)-N,N-dimethylformamide C1(CCC1)CNCC=1NC2=CC(=CC=C2C1)CN1N=NC(=C1)C1=C2C=NNC2=CC(=C1)C(=O)N(C)C